2-fluoro-6-(trifluoromethoxy)benzaldehyde FC1=C(C=O)C(=CC=C1)OC(F)(F)F